C[C@H]1[C@H]([C@H]([C@@H]([C@@H](O1)O[C@@H]2[C@H]([C@@H](O[C@@H]([C@H]2O)CO)O[C@H]3[C@H]([C@@H]([C@H](OC3O)CO)O)O)NC(=O)C)O)O)O The molecule is an amino trisaccharide consisting of alpha-L-fucopyranosyl, 2-acetamido-beta-D-glucosyl and D-mannopyranosyl residues linked in sequence by (1->3) and (1->2) glycosidic linkeages. It is an amino trisaccharide and a member of acetamides. It derives from an alpha-L-Fucp-(1->3)-beta-D-GlcpNAc.